ClC=1C=C(C=CC1)[C@@H]1[C@H](C1)C(=O)NC1=NC=NC(=C1)CC=1C=C2C=C(C=NC2=CC1)C1CC1 |r| rac-(1S,2S)-2-(3-chlorophenyl)-N-(6-((3-cyclopropylquinolin-6-yl)methyl)pyrimidin-4-yl)cyclopropane-1-carboxamide